CC1=C(O)C=CC=C1O Methyl-resorcinol